S1C2=C(C=C1)C(=CC=C2)[C@@H](C)N |r| (R/S)-1-(benzo[b]thiophen-4-yl)ethan-1-amine